OCC1=CC=C(C=C1)C1=CC=C(C=C1)CN1C=CC2=CC(=CC=C12)N1N=C(C=C1C)C(=O)N 1-(1-((4'-(Hydroxymethyl)-[1,1'-biphenyl]-4-yl)methyl)-1H-indol-5-yl)-5-methyl-1H-pyrazol-3-carboxamid